2-(2,6-dioxopiperidin-3-yl)-N-((S)-2-methyl-1-phenylpropyl)-1-oxoisoindoline-5-carboxylic acid amide O=C1NC(CCC1N1C(C2=CC=C(C=C2C1)C(=O)N[C@@H](C(C)C)C1=CC=CC=C1)=O)=O